ClC1=C(C=C(C=C1)C=1C=C2C(=NC1)C=NN2CC(=O)N(C)C)C 2-[6-(4-Chloro-3-methyl-phenyl)pyrazolo[4,3-b]pyridin-1-yl]-N,N-dimethyl-acetamide